CN1N=NC(=C1)CC(=O)N1C(CCC1)C(=O)N 1-[2-(1-methyl-1H-1,2,3-triazol-4-yl)acetyl]pyrrolidine-2-carboxamide